C(C(=C)C)(=O)OCCCC[Si](O[Si](C=C)(C)C)(O[Si](C=C)(C)C)O[Si](C)(C)C=C methacryloxybutyltris(vinyldimethylsiloxy)silane